BrC1=C(C(=C2C(NC=NC2=C1)=O)OCCNCC1=CN=CN1C(C1=CC=CC=C1)(C1=CC=CC=C1)C1=CC=CC=C1)Cl 7-bromo-6-chloro-5-(2-(((1-trityl-1H-imidazol-5-yl)methyl)amino)ethoxy)quinazolin-4(3H)-one